2-[6-(5-chloro-2-{[(2,4-dimethoxyphenyl)methyl](oxan-4-yl)amino}pyrimidin-4-yl)-1-oxo-2,3-dihydro-1H-isoindol-2-yl]ethyl methanesulfonate CS(=O)(=O)OCCN1C(C2=CC(=CC=C2C1)C1=NC(=NC=C1Cl)N(C1CCOCC1)CC1=C(C=C(C=C1)OC)OC)=O